(2R,3S,4S,5R)-3-(4-(difluoromethoxy)-3-fluoro-2-methoxyphenyl)-N-(6-(hydroxymethyl)pyridin-3-yl)-4,5-dimethyl-5-(trifluoromethyl)tetrahydrofuran-2-carboxamide FC(OC1=C(C(=C(C=C1)[C@H]1[C@@H](O[C@]([C@H]1C)(C(F)(F)F)C)C(=O)NC=1C=NC(=CC1)CO)OC)F)F